N-(6-((1H-pyrazol-1-yl)methyl)-4-(fluoromethoxy)benzo[d]isoxazol-3-yl)-6-(difluoromethyl)-2,4-dimethoxypyridine-3-sulfonamide N1(N=CC=C1)CC1=CC2=C(C(=NO2)NS(=O)(=O)C=2C(=NC(=CC2OC)C(F)F)OC)C(=C1)OCF